(9R)-N-(2-amino-3-fluoro-4-((4-hydroxybenzyl)amino)phenyl)-9,10-difluorodecanamide NC1=C(C=CC(=C1F)NCC1=CC=C(C=C1)O)NC(CCCCCCC[C@H](CF)F)=O